C[C@H]1CC[C@@H](N(C1)C(C(=O)NC=1C2=C(C=NC1)C=NN2COCC[Si](C)(C)C)=O)C=2C=CC1=C(N=C(S1)CC(C)N1CCCC1)C2 2-((2R,5S)-5-methyl-2-(2-(2-(pyrrolidin-1-yl)propyl)benzo[d]thiazol-5-yl)piperidin-1-yl)-2-oxo-N-(1-((2-(trimethylsilyl)ethoxy)methyl)-1H-pyrazolo[4,3-c]pyridin-7-yl)acetamide